ClC=1C(=NC(=NC1NC1=NNC(=C1)C1CC1)N[C@@H](CO)C1=CC=C(C=C1)F)NC(CO)CO 2-[(5-chloro-6-[(5-cyclopropyl-1H-pyrazol-3-yl)amino]-2-{[(1R)-1-(4-fluorophenyl)-2-hydroxyethyl]amino}pyrimidin-4-yl)amino]propane-1,3-diol